N-[[4-[5-amino-4-cyano-1-(4,4-difluoro-1-isopropyl-pyrrolidin-3-yl)pyrazol-3-yl]phenyl]methyl]-5-fluoro-2-methoxy-benzamide NC1=C(C(=NN1C1CN(CC1(F)F)C(C)C)C1=CC=C(C=C1)CNC(C1=C(C=CC(=C1)F)OC)=O)C#N